ClC=1C(=C(C(=NC1)C(C#N)(C)C)F)C 2-(5-chloro-3-fluoro-4-methylpyridin-2-yl)-2-methylpropanenitrile